OC1=C(C(=CC(=C1)C)C)C1=CC=C(N=N1)N1C[C@@H](OCC1)CC(=O)N 2-[(2S)-4-[6-(2-hydroxy-4,6-dimethylphenyl)pyridazin-3-yl]morpholin-2-yl]acetamide